CC1(O[C@H](CN(C1)C=1N=C(C=2N=C(N(C(C2N1)=O)C)C)C=1C=NC(=CC1)C(F)(F)F)C=1C=NN(C1)C)C (S)-6-(2,2-dimethyl-6-(1-methyl-1H-pyrazol-4-yl)morpholino)-2,3-dimethyl-8-(6-(trifluoromethyl)pyridin-3-yl)pyrimido[5,4-d]pyrimidin-4(3H)-one